5-bromo-6-methoxynicotinic acid BrC=1C(=NC=C(C(=O)O)C1)OC